((S)-1-(2-cyanoacetyl)pyrrolidin-3-yl)methyl ((R)-2-phenyl-1-((3aS,4S,6S,7aR)-3a,5,5-trimethylhexahydro-4,6-methanobenzo[d][1,3,2]dioxaborol-2-yl)ethyl)carbamate C1(=CC=CC=C1)C[C@@H](B1O[C@@]2([C@H](O1)C[C@H]1C([C@@H]2C1)(C)C)C)NC(OC[C@@H]1CN(CC1)C(CC#N)=O)=O